C1(CCC1)C1=CC=C2C=C(C(NC2=C1)=O)C(=O)NC1CS(C=C1)(=O)=O 7-cyclobutyl-N-(1,1-dioxido-2,3-dihydrothiophen-3-yl)-2-oxo-1,2-dihydroquinoline-3-carboxamide